5-chloro-2-(difluoromethoxy)-3-[5-(3,5-difluorophenyl)-4-methyl-1,2,4-triazol-3-yl]pyridine ClC=1C=C(C(=NC1)OC(F)F)C1=NN=C(N1C)C1=CC(=CC(=C1)F)F